(2-methoxy-4-(4-(morpholin-4-yl)piperidin-1-yl)phenyl)pyrimidin-2-amine COC1=C(C=CC(=C1)N1CCC(CC1)N1CCOCC1)C1=NC(=NC=C1)N